OC(C(=O)O)CCCCCCCCCCCCCCCCCC hydroxyarachic acid